4'-[(1,6-dioxo-1,6-hexanediyl)diimino]bis-butanoic acid O=C(CCCCC(=O)NCCCC(=O)O)NCCCC(=O)O